C(C)(C)(C)OC(=O)N1[C@@H](CN(C[C@@H]1C)C=1C=C2C=CN(C(C2=CC1)=O)C=1N=C(C=2N(C1)C=C(N2)C)C)C.CN2CCN(CC2)C=2C=CC(=C(N)C2)N2CCCC2 5-(4-methylpiperazin-1-yl)-2-(pyrrolidin-1-yl)aniline tert-butyl-(2R,6S)-4-(2-{2,8-dimethylimidazo[1,2-a]pyrazin-6-yl}-1-oxoisoquinolin-6-yl)-2,6-dimethylpiperazine-1-carboxylate